tert-butyl (2-(4-(2-(4-((2-(2-oxa-6-azaspiro[3.3]heptan-6-yl)pyrimidin-4-yl)methoxy)phenyl)propan-2-yl) benzamido) ethyl)carbamate C1OCC12CN(C2)C2=NC=CC(=N2)COC2=CC=C(C=C2)C(C)(C)C2=CC=C(C(=O)NCCNC(OC(C)(C)C)=O)C=C2